(1r,4r)-M-Benzyl-M-methylcyclohexane-1,4-diamine dihydrochloride Cl.Cl.C(C1=CC=CC=C1)C1(C[C@@H](CC[C@H]1N)N)C